CN1CC(CCC1)NC1=NN=C(C2=CC=CC=C12)C1=CC=C(C=C1)O 4-((1-methylpiperidin-3-yl)aminophthalazin-1-yl)phenol